ClC1=NC(=CC2=C1CN(C2=O)C(C)C)Cl 4,6-dichloro-2-isopropyl-2,3-dihydro-1H-pyrrolo[3,4-c]pyridin-1-one